tert-butyl 4-[4-[3-(3-amino-6-chloro-pyridazin-4-yl)oxy-1-piperidyl]phenyl]piperazine-1-carboxylate NC=1N=NC(=CC1OC1CN(CCC1)C1=CC=C(C=C1)N1CCN(CC1)C(=O)OC(C)(C)C)Cl